IC1=C(C=C(C=N1)CC#N)OC 2-(6-iodo-5-methoxypyridin-3-yl)acetonitrile